COC(C1=C(C=CC=C1)C1=NOC(=N1)C12OCC(CC1)(CC2)O)=O (5-(4-hydroxy-2-oxabicyclo[2.2.2]oct-1-yl)-1,2,4-oxadiazol-3-yl)benzoic acid methyl ester